tert-butyl 3-(1-bromo-6-methylimidazo[1,5-a]pyridin-3-yl)piperidine-1-carboxylate BrC=1N=C(N2C1C=CC(=C2)C)C2CN(CCC2)C(=O)OC(C)(C)C